(Z)-N-(3-((2-ethyl-4-methyl-1H-imidazol-5-yl)methylene)-2-oxoindolin-5-yl)propynylamide C(C)C=1NC(=C(N1)C)\C=C\1/C(NC2=CC=C(C=C12)CC#C[NH-])=O